1,2-di-(9Z-eicosenoyl)-sn-glycero-3-phosphocholine CCCCCCCCCC/C=C\CCCCCCCC(=O)OC[C@H](COP(=O)([O-])OCC[N+](C)(C)C)OC(=O)CCCCCCC/C=C\CCCCCCCCCC